N-((3S,4R,5S,6R)-4,5-dihydroxy-6-(hydroxymethyl)piperidin-3-yl)acetamide O[C@@H]1[C@H](CN[C@@H]([C@@H]1O)CO)NC(C)=O